NC1=CC=C(C=C1)SC1=C(C=C(N)C=C1)C1=CC=CC2=CC=CC=C12 4-((4-aminophenyl)thio)-3-naphthylaniline